(2-methylquinolin-8-yl)ethane-1,2-diamine CC1=NC2=C(C=CC=C2C=C1)C(CN)N